ClC1=CC=C(C=C1)C1=NC(=C2N1C=CC(=C2)C(=O)N2C(CN(CC2)C2=NC=C(C(=O)O)C=C2)(C)C)CC(C)C 6-(4-(3-(4-chlorophenyl)-1-isobutylimidazo[1,5-a]pyridine-7-carbonyl)-3,3-dimethylpiperazin-1-yl)nicotinic acid